4-(methoxyimino)piperidine CON=C1CCNCC1